sodium dodecyl sulfate SODIUM THIOSULFATE sodium thiosulfate S(=S)(=O)([O-])[O-].[Na+].S(=S)(=O)([O-])O.[Na+].S(=O)(=O)(OCCCCCCCCCCCC)O.[Na+]